CC(C)P(=O)(C(C)C)C1=CC2=C(N=C(N=C2N[C@H](C)C=2C(=C(C=CC2)C(C(C)(O)C)(F)F)F)C)C=N1 1-{3-[(1R)-1-({6-[bis(prop-2-yl)phosphoryl]-2-methylpyrido[3,4-d]pyrimidin-4-yl}amino)ethyl]-2-fluorophenyl}-1,1-difluoro-2-methylpropan-2-ol